tert-butyl [2-oxo-1,2-di(pyridin-2-yl)ethyl]carbamate O=C(C(C1=NC=CC=C1)NC(OC(C)(C)C)=O)C1=NC=CC=C1